4-(tert-butyl)-N-((2,4-bistrifluoromethylphenyl)thiocarbamoyl)benzamide C(C)(C)(C)C1=CC=C(C(=O)NC(NC2=C(C=C(C=C2)C(F)(F)F)C(F)(F)F)=S)C=C1